OCC=1C(OC(C1CO)=O)=O 3,4-bis(hydroxymethyl)-2,5-furandione